(S)-N-(4-(4-amino-1-methyl-7-(prop-1-yn-1-yl)-1H-pyrazolo[4,3-c]pyridin-3-yl)-2-(1-(4-fluorophenyl)ethoxy)phenyl)-1,1-difluoromethane-sulfonamide NC1=NC=C(C2=C1C(=NN2C)C2=CC(=C(C=C2)NS(=O)(=O)C(F)F)O[C@@H](C)C2=CC=C(C=C2)F)C#CC